3-bromo-2-fluoro-8,8-dimethyl-7,8-dihydro-6H-cyclopenta[e]pyrazolo[1,5-a]pyrimidine-6-carbonitrile BrC=1C(=NN2C1N=CC1=C2C(CC1C#N)(C)C)F